4-[(2-{4-[5-chloro-2-(4-chloro-1H-1,2,3-triazol-1-yl)phenyl]-5-methoxy-2-oxopyridin-1(2H)-yl}propionyl)amino]-2-fluorobenzamide ClC=1C=CC(=C(C1)C1=CC(N(C=C1OC)C(C(=O)NC1=CC(=C(C(=O)N)C=C1)F)C)=O)N1N=NC(=C1)Cl